N1C(=CC=CC1)C(=O)N 1,6-dihydropyridine-2-carboxamide